butyl-2-oxopentanoate C(CCC)OC(C(CCC)=O)=O